3-(N-(tert-Butyl)sulfamoyl)-N-(6-((2-hydroxyethyl)sulfonamido)-2-(6-azaspiro[2.5]octan-6-yl)pyridin-3-yl)benzamide C(C)(C)(C)NS(=O)(=O)C=1C=C(C(=O)NC=2C(=NC(=CC2)NS(=O)(=O)CCO)N2CCC3(CC3)CC2)C=CC1